FC1([C@H](C1)C1=C(C=CC=C1)C1NCCC1)F |o1:2| 2-(2-((R or S)-2,2-difluorocyclopropyl)phenyl)pyrrolidine